tert-Butyl 3-(7-carbamoyl-3-methyl-1H-indol-4-yl)-5,6-dihydropyridine-1(2H)-carboxylate C(N)(=O)C=1C=CC(=C2C(=CNC12)C)C=1CN(CCC1)C(=O)OC(C)(C)C